C(=O)C=1C=C(C#N)C=C(C1)C 3-formyl-5-methylbenzonitrile